Cl.FC([C@H]1C[C@H](CC1)N)(F)F (1s,3r)-3-(trifluoromethyl)cyclopentane-1-amine hydrochloride